[Si](C)(C)(C(C)(C)C)OCC1=CC=C(C=N1)NC(=O)[C@@H]1O[C@]([C@H]([C@H]1C1=C(C(=C(C=C1)F)F)OCCN1CCOCC1)C)(C(F)(F)F)C (2R,3S,4S,5R)-N-[6-[[tert-butyl(dimethyl)silyl]oxymethyl]-3-pyridyl]-3-[3,4-difluoro-2-(2-morpholinoethoxy)phenyl]-4,5-dimethyl-5-(trifluoromethyl)tetrahydrofuran-2-carboxamide